N-(6-aminopyrimidin-4-yl)-2-(dimethylamino)acetamide NC1=CC(=NC=N1)NC(CN(C)C)=O